4-[3-(1-ethyl-4-hydroxy-3-methyl-1H-pyrazol-5-yl)-1H-1,2,4-triazol-5-yl]-1-[2-(3-fluoroazetidin-1-yl)ethyl]-1H-pyrazolo[4,3-c]pyridine-6-carboxamide C(C)N1N=C(C(=C1C1=NNC(=N1)C1=NC(=CC2=C1C=NN2CCN2CC(C2)F)C(=O)N)O)C